C(C)OC1=C(C=NC(=C1)OCC1=CC=C(C=C1)OC)C1=CC(=C(C=C1)CC(=O)NC=1C=C(C(=O)NC[C@@H]2N(CCC2)C)C=C(C1)C(F)(F)F)F 3-[[2-[4-[4-ethoxy-6-[(4-methoxyphenyl)methoxy]-3-pyridinyl]-2-fluorophenyl]acetyl]amino]-N-[[(2R)-1-methylpyrrolidin-2-yl]methyl]-5-(trifluoromethyl)benzamide